{4-[(3S)-3-aminopiperidin-1-yl]-2,3-dihydrofuro[2,3-b]pyridin-5-yl}-6-(2,6-difluorophenyl)-5-fluoropyridine-2-carboxamide N[C@@H]1CN(CCC1)C1=C2C(=NC=C1C=1C(=NC(=C(C1)F)C1=C(C=CC=C1F)F)C(=O)N)OCC2